N-methyl-3-phenyl-3-[(benzo[d][1,3]dioxol-4-yl)oxy]propylamine oxalate C(C(=O)O)(=O)O.CNCCC(OC1=CC=CC=2OCOC21)C2=CC=CC=C2